N1(C=NC2=C1C=CC=C2)CC(=O)NC2=CC(=C(C(=O)OCC)C=C2)OCCCO[C@H]2O[C@H]1[C@@]34C([C@@H](CC[C@H]3[C@H]2C)C)CC[C@@](OO4)(O1)C Ethyl 4-(2-(1H-benzo[d]imidazol-1-yl)acetamido)-2-(3-(((3R,6R,8aS,9R,10S,12R,12aR)-3,6,9-trimethyldecahydro-12H-3,12-epoxy[1,2]dioxepino[4,3-i]isochromen-10-yl)oxy)propoxy)benzoate